F/C=C/C=1C(=NON1)C(=O)O (E)-4-(2-fluorovinyl)-1,2,5-oxadiazole-3-carboxylic acid